OC1=C(C(=O)OCC2=C(C=CC=C2OC)OC)C=CC=C1 2,6-Dimethoxyphenylmethyl 2-hydroxybenzoate